7-bromo-2-ethyl-2-methyl-2,3-dihydropyrazolo[5,1-b]oxazole BrC=1C=NN2C1OC(C2)(C)CC